N-[2-(phenylethanesulfonyloxy)phenyl]-N'-[3-(phenylethanesulfonyloxy)phenyl]urea C1(=CC=CC=C1)CCS(=O)(=O)OC1=C(C=CC=C1)NC(=O)NC1=CC(=CC=C1)OS(=O)(=O)CCC1=CC=CC=C1